ClC1=CC(=C(C=N1)C(=O)O)N[C@H]1CN(CC1)C(=O)OC(C)(C)C 6-chloro-4-[[(3R)-1-tert-butoxycarbonyl-pyrrolidin-3-yl]amino]pyridine-3-carboxylic acid